3-methyl-4-(7-{2-oxa-6-azaspiro[3.3]heptane-6-yl}-[1,2,4]triazolo[1,5-a]pyridin-5-yl)benzonitrile CC=1C=C(C#N)C=CC1C1=CC(=CC=2N1N=CN2)N2CC1(COC1)C2